OC=1C(=CN(C(C1)=O)C1CCOCC1)C(=O)OC methyl 4-hydroxy-6-oxo-1-tetrahydropyran-4-yl-pyridine-3-carboxylate